FC=1C=C2C(C3=NC4=CC=C(C=C4C(N3C2=CC1)=O)C(=O)O)=O 8-fluoro-6,12-dioxo-6H,12H-indolo[2,1-b]quinazoline-2-carboxylic acid